L-2-hydroxy-4-(methylthio)butanoic acid O[C@H](C(=O)O)CCSC